5-(3-(3-Bromo-5-(pentafluoro-λ6-sulfanyl)phenyl)-2,2-dichlorocyclopropane-1-carboxamido)-2-chloro-N-(2,4-difluorophenyl)benzamide BrC=1C=C(C=C(C1)S(F)(F)(F)(F)F)C1C(C1C(=O)NC=1C=CC(=C(C(=O)NC2=C(C=C(C=C2)F)F)C1)Cl)(Cl)Cl